C1(CC1)N(CCC(C(=O)O)NC(C(C)(C)C)=O)CCCCC1=NC=2NCCCC2C=C1 4-[cyclopropyl-[4-(5,6,7,8-tetrahydro-1,8-naphthyridin-2-yl)butyl]amino]-2-(2,2-dimethylpropanoylamino)butanoic acid